N-(4-(6-(1H-pyrazol-4-yl)pyrrolo[2,1-f][1,2,4]triazin-4-yl)-2-methylbenzyl)-5-(tert-butyl)-1,2,4-oxadiazole-3-carboxamide N1N=CC(=C1)C=1C=C2C(=NC=NN2C1)C1=CC(=C(CNC(=O)C2=NOC(=N2)C(C)(C)C)C=C1)C